13-butyl-2,9,10-trimethoxy-3-((2-nitrobenzyl)oxy)-5,6-dihydroisoquinolino[3,2-a]isoquinolin-7-ium C(CCC)C1=C2C=CC(=C(C2=C[N+]2=C1C=1C=C(C(=CC1CC2)OCC2=C(C=CC=C2)[N+](=O)[O-])OC)OC)OC